7-((1,2,2,4-tetramethyl-1,2-dihydroquinolin-6-yl)oxy)heptan-2-one CN1C(C=C(C2=CC(=CC=C12)OCCCCCC(C)=O)C)(C)C